O1OOCCCC1 trioxepan